N-(5-cyano-4-((2-morpholinoethyl)amino)pyridin-2-yl)-5-formyl-1-methyl-1H-pyrrolo[3,2-b]pyridine-3-carboxamide C(#N)C=1C(=CC(=NC1)NC(=O)C1=CN(C=2C1=NC(=CC2)C=O)C)NCCN2CCOCC2